8-((4-cyclopropyl-2-fluorophenyl)amino)-2-(2-hydroxyethoxy)-7-methyl-3,4-dihydro-2,7-naphthyridine-1,6(2H,7H)-dione C1(CC1)C1=CC(=C(C=C1)NC=1N(C(C=C2CCN(C(C12)=O)OCCO)=O)C)F